[Rh+].FC(S(=O)(=O)[O-])(F)F trifluoromethanesulfonate rhodium(I)